6-phenyl-5-chloro-2-mercapto-2,3-dihydropyrimidine C1(=CC=CC=C1)C=1C(=CNC(N1)S)Cl